FC1=C(C(=CC(=C1)C1=CC=C(C=C1)CN1CCCC1)O)N1CC(NS1(=O)=O)=O 5-[2-fluoro-6-hydroxy-4-[4-(pyrrolidin-1-ylmethyl)phenyl]phenyl]-1,1-dioxo-1,2,5-thiadiazolidin-3-one